8-(5-chloro-3-fluoropyridin-2-yl)-2-hydroxy-5-(4-methylbenzyl)-5,8-diazaspiro[3.5]nonane-6,9-dione ClC=1C=C(C(=NC1)N1CC(N(C2(CC(C2)O)C1=O)CC1=CC=C(C=C1)C)=O)F